2-(4-benzyl-1-piperazinyl)acetylhydrazine C(C1=CC=CC=C1)N1CCN(CC1)CC(=O)NN